BrC=1C=C2C(C(N(C(C2=CC1)=O)CC1=NC=C(C=C1)C=1OC(=NN1)C(F)F)=O)(CC)CC 6-bromo-2-((5-(5-(difluoromethyl)-1,3,4-oxadiazole-2-yl)pyridine-2-yl)methyl)-4,4-diethylisoquinoline-1,3(2H,4H)-dione